IC1=C(CN2C(CCCC2=O)=O)C=CC=C1 1-(2-iodobenzyl)piperidine-2,6-dione